C(C)(C)C1N(CCC2=C1NC1=CC=CC=C21)C(=O)[C@@H]2CC[C@H](CC2)CN(C(OC(C)(C)C)=O)C tert-Butyl (trans-4-(1-isopropyl-2,3,4,9-tetrahydro-1H-pyrido[3,4-b]indole-2-carbonyl)cyclohexyl)methyl(methyl)carbamate